5-acetamido-3-(4,4,5,5-tetramethyl-1,3,2-dioxaborolan-2-yl)-1H-pyrrolo[2,3-c]pyridin-1-carboxylic acid tert-butyl ester C(C)(C)(C)OC(=O)N1C=C(C=2C1=CN=C(C2)NC(C)=O)B2OC(C(O2)(C)C)(C)C